Cl.N[C@@H](C[C@H]1C(NCC1)=O)C(COCC1=CC=CC=C1)=O (3S)-3-[(2S)-2-amino-4-(benzyloxy)-3-oxobutyl]Pyrrolidin-2-one hydrochloride